C[C@@H]1O[C@@H](CN(C1)C1=CC=C(C(=N1)CC)C1(CC2(C1)CC(C2)N)N)C 2-(6-((2S,6R)-2,6-dimethylmorpholino)-2-ethylpyridin-3-yl)spiro[3.3]heptane-2,6-diamine